C(C)(C)N1C(=NC=2C=NC(=CC21)C2=CNC1=NC(=CC=C12)NC1=CC(=CC=C1)N1CCN(CC1)C)C 3-(1-isopropyl-2-methyl-1H-imidazo[4,5-c]pyridin-6-yl)-N-(3-(4-methylpiperazin-1-yl)phenyl)-1H-pyrrolo[2,3-b]pyridin-6-amine